[Mn].[Se] selenium-manganese